O1C(CCC1)COC1=CC2=C(N(C=N2)C2=CC=C(C=C2)NC(=O)N2N=C(C=C2N)C(C)(C)C)C=C1 5-amino-3-tert-butyl-pyrazol-1-carboxylic acid {4-[5-(tetrahydrofuran-2-ylmethoxyl)-benzimidazol-1-yl]-phenyl}-amide